BrC=1C(=NN(C1)C1CCC2(CO2)CC1)C(F)F 4-bromo-3-(difluoromethyl)-1-(1-oxaspiro[2.5]octan-6-yl)-1H-pyrazole